6-isobutyryl-2,6-diazaspiro[3.3]heptan-2-ium C(C(C)C)(=O)N1CC2(C[NH2+]C2)C1